(Z)-2-(but-2-enyl)-3-methylcyclopent-2-enone C(\C=C/C)C=1C(CCC1C)=O